C(CCCCC)(=O)OCCCCCCCC\C=C\C=C E-9,11-dodecadienyl hexanate